ethylhexyl-phosphinic acid aluminum [Al].C(C)P(O)(=O)CCCCCC